tert-butyl (2S,4S)-4-(8-chloro-6-fluoro-4-(methylthio)-7-phenyl-1H-imidazo[4,5-c]quinolin-1-yl)-2-(cyanomethyl)piperidine-1-carboxylate ClC1=CC=2C3=C(C(=NC2C(=C1C1=CC=CC=C1)F)SC)N=CN3[C@@H]3C[C@H](N(CC3)C(=O)OC(C)(C)C)CC#N